5,10-dimethyl-5,6,9,10,11,12-hexahydropyrido[4'',3'':4',5']thieno[2',3':4,5]pyrimido[1,2-a]thieno[3,2-f][1,4]diazepine-4,13-dione CN1CC=2N(C3=C(C1=O)C=CS3)C(C3=C(N2)SC2=C3CCN(C2)C)=O